C(CCCCCCC)(=O)OC[C@@H](OC(CCCCCCC)=O)COP(=O)(O)OCC[N+](C)(C)C 1,2-dicaprylyl-sn-glycero-3-phosphorylcholine